CN1N=C(C2=CC(=CC=C12)C=1C(=NN2C1N=C(C=C2NCC2=CC(=NC=C2)C(F)(F)F)C)C)C 3-(1,3-Dimethyl-1H-indazol-5-yl)-2,5-dimethyl-N-[(2-trifluoromethylpyridin-4-yl)methyl]pyrazolo[1,5-a]pyrimidin-7-amin